(1-Methylpiperidin-4-yl)((1S,5R)-8-(4-(trifluoromethyl)phenyl)-1,3,4,5-Tetrahydro-2H-1,5-methanobenzo[c]azepin-2-yl)methanone CN1CCC(CC1)C(=O)N1[C@@H]2C3=C([C@H](CC1)C2)C=CC(=C3)C3=CC=C(C=C3)C(F)(F)F